FC1=CC=C2C=CNC2=C1 6-fluoro-1H-indole